N-[(1S)-1-[2-(6-pyrazol-1-ylpyrimidin-4-yl)-1,2,4-triazol-3-yl]ethyl]carbamate N1(N=CC=C1)C1=CC(=NC=N1)N1N=CN=C1[C@H](C)NC([O-])=O